behenic acid palladium-boron [B].[Pd].C(CCCCCCCCCCCCCCCCCCCCC)(=O)O